ClC1=CC(=CC=C1)CC[N+]#[C-] 1-Chloro-3-(2-isocyanoethyl)benzene